COC(=O)[C@H]1NC[C@@H](C1)O.C[Si](C)(C)C[Zn]C[Si](C)(C)C di(trimethylsilylmethyl)zinc methyl-(2S,4R)-4-hydroxypyrrolidine-2-carboxylate